5-((1H-pyrazol-1-yl)methyl)-N-((4-(tert-butyl)-2-methoxyphenyl)sulfonyl)-4-methoxypyrimidine-2-carboxamide N1(N=CC=C1)CC=1C(=NC(=NC1)C(=O)NS(=O)(=O)C1=C(C=C(C=C1)C(C)(C)C)OC)OC